ClC=1C=2CC=3N(C2C=CC1)C(C1=C(N3)C=NC=C1)=O 10-chloropyrido[3',4':4,5]pyrimido[1,2-a]indol-5(11H)-one